N-phenyl-aminopropyl-methyl-diethoxysilane C1(=CC=CC=C1)NCCC[Si](OCC)(OCC)C